CN1N(CCCC1C(=O)[O-])N Methyl-amino-hexahydropyridazine-3-carboxylate